Dimethyl 4-cyano-5-(3-hydroxyprop-1-yn-1-yl)phthalate C(#N)C=1C=C(C(C(=O)OC)=CC1C#CCO)C(=O)OC